4-(5-chloro-3-vinyl-2-pyridinyl)-3,6-dihydro-2H-pyridine-1-carboxylic acid benzyl ester C(C1=CC=CC=C1)OC(=O)N1CCC(=CC1)C1=NC=C(C=C1C=C)Cl